Cl.NCCC=1C=C(C=CC1)NC(=O)N1C=CC2=C1N=CN=C2N(C)[C@H]2CN(CC[C@H]2C)C(CC#N)=O N-(3-(2-aminoethyl)phenyl)-4-(((3R,4R)-1-(2-cyanoacetyl)-4-methylpiperidin-3-yl)(methyl)amino)-7H-pyrrolo[2,3-d]pyrimidine-7-carboxamide hydrochloride